6-(4-bromothien-2-yl)-6-oxohexanoic acid methyl ester COC(CCCCC(=O)C=1SC=C(C1)Br)=O